[OH-].C(CCC)N1C(N(C=C1)C)C 1-butyl-2,3-dimethylimidazole hydroxide salt